CN1N=CC2=CC(=CC=C12)C1CCN(CC1)C(=O)OC(C)(C)C tert-Butyl 4-(1-methylindazol-5-yl)piperidine-1-carboxylate